((R)-3-Aminopiperidin-1-yl)(2-(1-(cyclopropylmethyl)-7-(1-((1R,4R)-4-hydroxycyclohexane-1-carbonyl)azetidin-3-yl)-1H-indol-2-yl)-3-methylpyrazolo[1,5-a]pyridin-6-yl)methanone N[C@H]1CN(CCC1)C(=O)C=1C=CC=2N(C1)N=C(C2C)C=2N(C1=C(C=CC=C1C2)C2CN(C2)C(=O)C2CCC(CC2)O)CC2CC2